The molecule is the stable isotope of lanthanum with relative atomic mass 138.906348, 99.9 atom percent natural abundance and nuclear spin 7/2. [139La]